C1(CCCCC1)C1=NN(C=N1)S(=O)(=O)C1=CC=C(C=C1)C(=O)N1CCN(CC1)C1=C(C=CC=C1)OC (4-((3-cyclohexyl-1H-1,2,4-triazol-1-yl)sulfonyl)phenyl)(4-(2-methoxyphenyl)-piperazin-1-yl)methanone